1-chloro-1,2,3-benzotriazole ClN1N=NC2=C1C=CC=C2